2-[1H-benzimidazol-2-yl(phenyl)methyl]-8-fluoro-6-[4-(1-methyl-4-piperidyl)phenyl]-isoquinolin-1-one N1C(=NC2=C1C=CC=C2)C(N2C(C1=C(C=C(C=C1C=C2)C2=CC=C(C=C2)C2CCN(CC2)C)F)=O)C2=CC=CC=C2